(R)-3-((5-chloro-1H-indol-2-yl)methyl)-1-(1-(3-hydroxy-3-methylbutanoyl)piperidin-3-yl)-1-methylurea ClC=1C=C2C=C(NC2=CC1)CNC(N(C)[C@H]1CN(CCC1)C(CC(C)(C)O)=O)=O